C(C)(C)(C)OC(=O)N1CC(CC1)(C)NC(=O)OCC1=CC=CC=C1 3-(((benzyloxy)carbonyl)amino)-3-methylpyrrolidine-1-carboxylic acid tert-butyl ester